4-(3-bromo-9-ethyl-6,6-dimethyl-6,11-dihydro-5H-benzo[b]carbazol-8-yl)piperidine BrC1=CC=C2C=3CC4=C(C(C3NC2=C1)(C)C)C=C(C(=C4)CC)C4CCNCC4